9,9-bis(4-(2-hydroxyethoxy)Phenyl)-3,6-di(9-anthryl)fluorene OCCOC1=CC=C(C=C1)C1(C2=CC=C(C=C2C=2C=C(C=CC12)C=1C2=CC=CC=C2C=C2C=CC=CC12)C=1C2=CC=CC=C2C=C2C=CC=CC12)C1=CC=C(C=C1)OCCO